ClC1=CC=C(C=C1)N1CCC2(CN(C2)C(=O)OC(C)(C)C)CC1 tert-butyl 7-(4-chlorophenyl)-2,7-diazaspiro[3.5]nonane-2-carboxylate